(S)-3-(2-chloro-4'-((2-oxopyridin-1(2H)-yl)methyl)-[1,1'-biphenyl]-3-yl)piperidine-2,6-dione ClC1=C(C=CC=C1[C@H]1C(NC(CC1)=O)=O)C1=CC=C(C=C1)CN1C(C=CC=C1)=O